5-fluoro-7-[2-methyl-8-(3-pyrazol-1-ylpropoxy)imidazo[1,2-b]pyridazin-6-yl]-3-(4-piperidinyl)cinnoline dihydrochloride Cl.Cl.FC1=C2C=C(N=NC2=CC(=C1)C=1C=C(C=2N(N1)C=C(N2)C)OCCCN2N=CC=C2)C2CCNCC2